OC1=C2C(C=C(OC2=CC=C1C=1C(=C2C(C=C(OC2=CC1)C(=O)OC)=O)O)C(=O)OC)=O Dimethyl 5,5'-Dihydroxy-4,4'-dioxo-4H,4'H-[6,6'-bichromene]-2,2'-dicarboxylate